[Gd-].C1(=CC=C2C=CC3=CC=CC4=CC=C1C2=C34)C(=O)C=3C(=C(C4=CC=C2C=CC=C1C=CC3C4=C12)O)C(=O)C1=CC=C2C=CC4=CC=CC3=CC=C1C2=C43 bis(pyrenylcarbonyl)hydroxypyrene gadolinium (1-)